(2R,4R)-N2-(5-((-)-1-(3-cyanophenyl)-3-cyclopropyl-1-((R)-1,1-dimethylethylsulphinamido)propyl)-2-fluorophenyl)-4-hydroxy-N1-(naphthalen-1-yl)pyrrolidine-1,2-dicarboxamide C(#N)C=1C=C(C=CC1)C(CCC1CC1)(N[S@](=O)C(C)(C)C)C=1C=CC(=C(C1)NC(=O)[C@@H]1N(C[C@@H](C1)O)C(=O)NC1=CC=CC2=CC=CC=C12)F